ClC=1C=C(C=CC1)N1CCN(C2=CC=CC=C12)C(CCN1CCN(CC1)C)=O 1-(4-(3-chlorophenyl)-3,4-dihydroquinoxaline-1(2H)-yl)-3-(4-methylpiperazin-1-yl)propan-1-one